COC=1C(=CC2=CN(N=C2C1)C1CCC(CC1)CO)CC=1C(=NC(=CC1)C(F)(F)F)C(=O)N (6-methoxy-2-[(1r,4r)-4-(hydroxymethyl)cyclohexyl]indazol-5-ylmethyl)-6-(trifluoromethyl)pyridine-2-carboxamide